3-methyl-4H-benzopyran-4-one CC1=COC2=C(C1=O)C=CC=C2